(1S,22E)-13-methyl-12-phenyl-20-oxa-5,9,14,17,26,28-hexazahexacyclo[22.5.2.11,4.13,7.110,14.027,30]tetratriaconta-3,5,7(33),22,24(31),25,27(30)-heptaene-8,29,32-trione CC1C(CC2NC(C=3C=NC4=C(C[C@]5(C(NC=6N=CC(/C=C/COCCNCCN1C2=O)=CC56)=O)C4)C3)=O)C3=CC=CC=C3